C12=NC=C(N1)C=C1C=CC(=N1)C=C1C=CC(N1)=CC=1C=CC(N1)=C2 azaporphine